(1R,4r)-4-(4-(((6-((R)-3-methylpiperazin-1-yl)pyridin-2-yl)methyl)amino)-7H-pyrrolo[2,3-d]pyrimidin-5-yl)cyclohexan-1-ol C[C@@H]1CN(CCN1)C1=CC=CC(=N1)CNC=1C2=C(N=CN1)NC=C2C2CCC(CC2)O